C(CCC)OC(=O)C1=C(C2=CC=CC=C2C=C1)C1C2C3C4C=CC(C3C(C1)C2)C4 8-(n-butoxycarbonylnaphthyl)-tetracyclo[4.4.0.12,5.17,10]-3-dodecene